N,N'-bis-(4-(3,5-di-tert-butyl-4-hydroxyphenyl)butyryl)hexanediamine C(C)(C)(C)C=1C=C(C=C(C1O)C(C)(C)C)CCCC(=O)NC(CCCCC)NC(CCCC1=CC(=C(C(=C1)C(C)(C)C)O)C(C)(C)C)=O